tert-Butyl (2-((4-(tert-butyl)-3-fluorophenyl)amino)-1-(4,4-difluorocyclohexyl)-2-oxoethyl)carbamate C(C)(C)(C)C1=C(C=C(C=C1)NC(C(C1CCC(CC1)(F)F)NC(OC(C)(C)C)=O)=O)F